C(C)(=O)OC1=C(C=CC=C1)C1=C(C=CC=C1)N [2-(2-aminophenyl) phenyl] acetate